CN(C(=O)C1=CC=C(OC=2C(=CC=C3[C@@H](CCOC23)OP(=O)(N2CC2)N2CC2)[N+](=O)[O-])C=C1)C Di(aziridin-1-yl)phosphinic acid (R)-8-(4-(dimethylcarbamoyl) phenoxy)-7-nitrochroman-4-yl ester